(S)-3-((2,3-difluorobenzyl)(methyl)amino)-7,8,8a,9-tetrahydropyrrolo[1',2':3,4]imidazo[1,2-c]pyrimidin-1(6H)-one FC1=C(CN(C=2C=C3N(C(N2)=O)C[C@H]2N3CCC2)C)C=CC=C1F